NC1=NN2C(C=C(C=C2)C=2C=C(C(=NC2)OC)NS(=O)(=O)C2CC2)=C1 N-(5-(2-aminopyrazolo[1,5-A]pyridin-5-yl)-2-methoxypyridin-3-yl)cyclopropanesulfonamide